C(C)(C)(C)OC(=O)N1CC(C1)OC=1C=NC(=CC1)[N+](=O)[O-] 3-((6-nitropyridin-3-yl)oxy)azetidine-1-carboxylic acid tert-butyl ester